(E)-N-(3-chloro-4-fluorophenyl)-1-methyl-1H-imidazole-5-carboxamide ClC=1C=C(C=CC1F)NC(=O)C1=CN=CN1C